CC1(CN(CC2=CC(=CC=C12)C1=CC=C(C=C1)C(F)(F)F)CC(=O)N(C)C)C 2-(4,4-dimethyl-7-(4-(trifluoromethyl)phenyl)-3,4-dihydroisoquinolin-2(1H)-yl)-N,N-dimethylacetamide